CN(C=1C=C(C(=O)N2CC3(C2)CC(C3)NC(=O)NCC3=CC=C(C=C3)OC)C=CC1)C 1-(2-(3-(dimethylamino)benzoyl)-2-azaspiro[3.3]heptan-6-yl)-3-(4-methoxybenzyl)urea